N[C@H](C(=O)N1[C@@H]([C@H]2C([C@H]2C1)(C)C)C(=O)O)[C@@H](C)OC1(CC1)C1CC1 (1R,2S,5S)-3-[(2S,3R)-2-amino-3-(1-cyclopropylcyclopropoxy)butanoyl]-6,6-dimethyl-3-azabicyclo[3.1.0]hexane-2-carboxylic acid